N-(4-((4-(3-hydroxytetrahydrofuran-3-yl)-6-(methylsulfonyl)pyridin-2-yl)amino)-5-(1-methyl-1H-pyrazol-3-yl)pyridin-2-yl)acetamide OC1(COCC1)C1=CC(=NC(=C1)S(=O)(=O)C)NC1=CC(=NC=C1C1=NN(C=C1)C)NC(C)=O